4-(((tert-butyldiphenylsilyl)oxy)methyl)phenyl 4-(2-azidoethoxy)benzoate N(=[N+]=[N-])CCOC1=CC=C(C(=O)OC2=CC=C(C=C2)CO[Si](C2=CC=CC=C2)(C2=CC=CC=C2)C(C)(C)C)C=C1